C(C)(C)C1=NC(=CC(=C1)N1N=CC=C1)OC1=CC(=CC=C1)N1N=CC(=C1)C1=CC=CC=C1 2-isopropyl-6-(3-(4-phenyl-1H-pyrazol-1-yl)phenoxy)-4-(1H-pyrazol-1-yl)pyridine